(E)-3-(2,2-dimethyl-2H-benzopyran-6-yl)-N-(o-methoxyphenyl)acrylamide CC1(OC2=C(C=C1)C=C(C=C2)/C=C/C(=O)NC2=C(C=CC=C2)OC)C